C(#N)C(C1CN(C1)C(=O)OC(C)(C)C)C1=CC=C(C=C1)F tert-butyl 3-(cyano(4-fluorophenyl)methyl)azetidine-1-carboxylate